2,2-bis(4-hydroxyphenyl)-1-phenyl-propane OC1=CC=C(C=C1)C(CC1=CC=CC=C1)(C)C1=CC=C(C=C1)O